FC(C(C(C(C(C(C(C(S(=O)(=O)[O-])(F)F)(F)F)(F)F)(F)F)(F)F)(F)F)(F)F)(F)F.C(C)(=O)C1=C(C=C(C=C1)SC1=CC=C(C=C1)[S+](C1=CC=C(C=C1)SC1=CC(=C(C=C1)C(C)=O)C)C1=CC=C(C=C1)SC1=CC(=C(C=C1)C(C)=O)C)C tris[4-(4-acetyl-3-methylphenylthio)phenyl]sulfonium heptadecafluorooctanesulfonate